3-(3-fluoro-4-methylphenoxy)cyclobutyl 6-oxo-7-oxa-2,5-diazaspiro[3.4]octane-2-carboxylate O=C1NC2(CN(C2)C(=O)OC2CC(C2)OC2=CC(=C(C=C2)C)F)CO1